3-iodopropyl methyl ether COCCCI